COC(C1=CC=C(C=C1)C(C)CC(C)=NOC(C(=O)OC)(C)C)=O 4-(4-(((1-methoxy-2-methyl-1-oxoprop-2-yl)oxy)imino)pent-2-yl)benzoic acid methyl ester